Methyl-6-amino-5-(3-chloro-3-phenylpropyl)pyridine CC1=NC(=C(C=C1)CCC(C1=CC=CC=C1)Cl)N